1-(4-fluoro-3-methyl-phenyl)-5-hydroxy-2-tetrahydropyran-4-yl-indole FC1=C(C=C(C=C1)N1C(=CC2=CC(=CC=C12)O)C1CCOCC1)C